C(C)(C)(C)OC(=O)N1CC(C1)(C)[C@@](C1=CC=C(C=C1)C(C)C)(O)C1=CN=NC(=C1)C#N 3-[(R)-(6-Cyano-pyridazin-4-yl)-hydroxy-(4-isopropyl-phenyl)-methyl]-3-methyl-azetidine-1-carboxylic acid tertbutyl ester